CC1=C(C=CC=C1)NC(C=CC1=CC(=C(C=C1)OC1=NC(=NC(=C1)C(F)(F)F)C)OC)=O N-(2-methylphenyl)-3-(3-methoxy-4-((2-methyl-6-(trifluoromethyl)pyrimidin-4-yl)oxy)phenyl)acrylamide